Cl.ClC1=C(C=C(C=C1)C#N)C=1C=C2C(=NNC2=CC1)NC(=O)C1CNCCCC1 N-[5-(2-chloro-5-cyanophenyl)-1H-indazol-3-yl]azepan-3-carboxamide hydrochloride